O1C2=C(OCC1)C=C(C=C2)C=2C1=C(C(N(C2)C)=O)NC=C1 4-(2,3-Dihydrobenzo[b][1,4]dioxin-6-yl)-6-methyl-1,6-dihydro-7H-pyrrolo[2,3-c]pyridin-7-one